(2E)-3-(dimethylamino)-1-(2-hydroxy-4-methoxypyridin-3-yl)prop-2-en-1-one CN(/C=C/C(=O)C=1C(=NC=CC1OC)O)C